FC1(CN(C1)S(=O)(=O)C1=C(C=CC(=C1)[N+](=O)[O-])F)F 3,3-difluoro-1-((2-fluoro-5-nitrophenyl)sulfonyl)azetidine